(2R)-amino-5-phosphorylpentanoate N[C@@H](C(=O)[O-])CCC#P=O